6-(1-(4-(2,4-dioxotetrahydropyrimidin-1(2H)-yl)-2-fluorobenzyl)piperidin-4-yl)-2-(4-phenoxyphenyl)nicotinamide O=C1N(CCC(N1)=O)C1=CC(=C(CN2CCC(CC2)C2=NC(=C(C(=O)N)C=C2)C2=CC=C(C=C2)OC2=CC=CC=C2)C=C1)F